[[(1,1-dimethylethyl)dimethylsilyl]oxy]-2-methylenebutanoic acid CC(C)(C)[Si](OC(C(C(=O)O)=C)C)(C)C